CC1(OB(OC1(C)C)C=1C=CC(=NC1)N)C 5-(4,4,5,5-tetramethyl-1,3,2-dioxaborolan-2-yl)pyridin-2-amine